1-(4-bromo-2,3-difluorophenyl)-5-methylpyrrolidin-2-one BrC1=C(C(=C(C=C1)N1C(CCC1C)=O)F)F